3,5-diamino-N,N-bis(pyridin-3-ylmethyl)benzamide NC=1C=C(C(=O)N(CC=2C=NC=CC2)CC=2C=NC=CC2)C=C(C1)N